[(1S,2R,5S)-2-isopropyl-5-methylcyclohexyl] 2-[(2R)-1-[(2,3-difluorophenyl)methyl]-5-oxopyrrolidin-2-yl]acetat FC1=C(C=CC=C1F)CN1[C@H](CCC1=O)CC(=O)O[C@@H]1[C@H](CC[C@@H](C1)C)C(C)C